[N+](=O)([O-])N[C@@H](CCCNC(N)=N)C(=O)O nitro-L-arginine